N-(trifluoromethanesulfonyl-oxy)succinimide FC(S(=O)(=O)ON1C(CCC1=O)=O)(F)F